6-((1-acetylpiperidin-4-yl)amino)pyrimidine-4-carboxylic acid lithium salt [Li+].C(C)(=O)N1CCC(CC1)NC1=CC(=NC=N1)C(=O)[O-]